(S)-2-amino-3-(6-methoxypyridin-3-yl)propionic acid N[C@H](C(=O)O)CC=1C=NC(=CC1)OC